6-HYDROXYPYRIMIDINE-4-CARBALDEHYDE OC1=CC(=NC=N1)C=O